C(OOOC(CC(C)(C)C)(C)C)(OC(C)CC)=O 1,1,3,3-tetramethylbutylperoxy sec-butyl monocarbonate